N-{1-[5-(6,7-dihydro-5H-pyrrolo[1,2-a]imidazol-3-yl)-4-methylthiophen-2-yl]ethyl}-6,7-dimethoxy-2-methylquinazolin-4-amine N1=C2N(C(=C1)C1=C(C=C(S1)C(C)NC1=NC(=NC3=CC(=C(C=C13)OC)OC)C)C)CCC2